Cl.FC(C1=C(C=C(C=C1)OC)C=1CCCC2=C(C1C1=CC=C(C=C1)CC1CN(C1)CCCF)C=CC(=C2)C(=O)O)F 8-(2-(difluoromethyl)-5-methoxyphenyl)-9-(4-((1-(3-fluoropropyl)azetidin-3-yl)methyl)phenyl)-6,7-dihydro-5H-benzo[7]annulene-3-carboxylic acid, hydrochloride